BrC=1C2=C(SC1C(F)(F)P(OCC)(OCC)=O)C(=CC(=C2)C(N)=O)OCC(CC(F)(F)F)OOC(C)(C)C diethyl ((3-bromo-7-(2-(tert-butylperoxy)-4,4,4-trifluorobutoxy)-5-carbamoylbenzo[b]thiophen-2-yl)difluoromethyl)phosphonate